ClC=1C=C2C(=CC(=NC2=CC1)C(F)(F)F)N[C@@H]1C[C@@H](CCC1)NC(=O)N1CC(C1)(C)F N-((1R,3S)-3-((6-chloro-2-(trifluoromethyl)quinolin-4-yl)amino)cyclohexyl)-3-fluoro-3-methylazetidine-1-carboxamide